BrC=1C=CC2=C(N(C(=N2)CC2CCOCC2)CCOC)C1 6-bromo-1-(2-methoxyethyl)-2-((tetrahydro-2H-pyran-4-yl)methyl)-1H-benzo[d]imidazole